F[P-](F)(F)(F)(F)F.C(CCCCCCC)N1C=[N+](C=C1)C 1-octyl-3-methylimidazolium hexafluorophosphate salt